C12CS(CC(N1)C2)(=O)=O 3lambda6-thia-6-azabicyclo[3.1.1]heptane-3,3-dione